rac-4-(4-acryloylpiperazin-1-yl)-N-(4-(dimethylamino)butan-2-yl)-7-(8-methylnaphthalen-1-yl)-5,6,7,8-tetrahydro-1,7-naphthyridine-2-carboxamide C(C=C)(=O)N1CCN(CC1)C1=CC(=NC=2CN(CCC12)C1=CC=CC2=CC=CC(=C12)C)C(=O)N[C@H](C)CCN(C)C |r|